2-((1R,3R)-3-(methoxymethyl)cyclopentyl)quinoline-6-carbaldehyde COC[C@H]1C[C@@H](CC1)C1=NC2=CC=C(C=C2C=C1)C=O